(5-(2-aminoethyl)-3,6-dimethoxypyrazin-2-yl)(imino)(methyl)-λ6-sulfanone NCCC=1N=C(C(=NC1OC)S(=O)(C)=N)OC